5-((2-((2-methoxyethyl)(methyl)amino)ethoxy)methyl)-2-phenyl-N-(tetrahydro-2H-pyran-4-yl)-1H-indol-7-amine COCCN(CCOCC=1C=C2C=C(NC2=C(C1)NC1CCOCC1)C1=CC=CC=C1)C